1-[3-(1-hydroxyethyl)-6-[6-[[1-(oxetan-3-yl)-4-piperidinyl]oxy]benzimidazol-1-yl]-2-pyridinyl]-5-methyl-pyrazole-3-carbonitrile OC(C)C=1C(=NC(=CC1)N1C=NC2=C1C=C(C=C2)OC2CCN(CC2)C2COC2)N2N=C(C=C2C)C#N